(E)-N'-(3,5-dimethoxybenzylidene)-6-(4-methoxy-2-(trifluoromethyl)phenyl)pyrazine-2-carbohydrazide COC=1C=C(\C=N\NC(=O)C2=NC(=CN=C2)C2=C(C=C(C=C2)OC)C(F)(F)F)C=C(C1)OC